BrCC1=C(C(=CC=C1)OC)OC 1-(bromomethyl)-2,3-dimethoxybenzene